FC1=C(C(=CC(=C1)OC)F)C1=C(C(N(N1C)C1=NC(=CC=C1)N1CCN(CC1)S(=O)(=O)C)=O)NC(C1=CC=C(C=C1)OC(F)F)=O N-[5-(2,6-difluoro-4-methoxyphenyl)-2-[6-(4-methanesulfonylpiperazin-1-yl)pyridin-2-yl]-1-methyl-3-oxo-2,3-dihydro-1H-pyrazol-4-yl]-4-(difluoromethoxy)benzamide